[Pd](Cl)Cl.CC(C)=O.CC(C)=O bis(propanone) Palladium (II) dichloride